C(C)C1=C(C=CC=C1)C1=CC(=C(C=C1)C1CN(CC1)C(=O)C1=NC=C(C=C1)F)C=O 2'-ethyl-4-(1-(5-fluoropyridyl-formyl)pyrrolidin-3-yl)biphenyl-3-carbaldehyde